C1CCC2=C(C=3CCCC3C=C12)NC(=O)NS(=O)(=O)\C=C\[C@H]1N(CCC1)S(=O)(=O)C1=CC=C(C=C1)OC (S,E)-N-((1,2,3,5,6,7-Hexahydro-s-indacen-4-yl)carbamoyl)-2-(1-((4-Methoxyphenyl)sulfonyl)pyrrolidin-2-yl)ethensulfonamid